5-((ethylamino)methyl)tetrahydrothiophene-3,4-diol C(C)NCC1C(C(CS1)O)O